ClC=1C=C(CS(=O)(=O)CC2=CC(=C(C=C2)Cl)Cl)C=CC1Cl (3,4-dichlorobenzyl) sulfone